3-(4-(benzyloxy)phenoxy)-2,2-dimethylpropionitrile C(C1=CC=CC=C1)OC1=CC=C(OCC(C#N)(C)C)C=C1